1,3-bis[(2-ethoxycyclohexane-1-yl)methyl]imidazolium C(C)OC1C(CCCC1)CN1C=[N+](C=C1)CC1C(CCCC1)OCC